N[C@H]1[C@@H]2N(C[C@H]1CC2)C(=O)C2=CC1=C(N(C(=N1)C=1N(C3=CC(=CC=C3C1)C1=CC=C(C=C1)NC(OC)=O)CC1CC1)C)C(=C2)OC methyl N-[4-(2-{5-[(1R,4R,7R)-7-amino-2-azabicyclo[2.2.1]heptane-2-carbonyl]-7-methoxy-1-methyl-1H-1,3-benzodiazol-2-yl}-1-(cyclopropylmethyl)-1H-indol-6-yl)phenyl]carbamate